FC(CN1N=C2C(N(C(N(C2)C2CCN(CC2)C=2C(=NC=CC2C)OC)=O)CC2=C(C=CC=C2)C(F)(F)F)=C1)(C)F 2-(2,2-difluoro-propyl)-6-(2'-methoxy-4'-methyl-3,4,5,6-tetrahydro-2H-[1,3']bipyridinyl-4-yl)-4-(2-trifluoromethyl-benzyl)-2,4,6,7-tetrahydro-pyrazolo[4,3-d]pyrimidin-5-one